(S)-(4-(5-fluorobenzo[d]oxazol-2-yl)-6,7-dihydro-1H-imidazo[4,5-c]pyridin-5(4H)-yl)(5-(pyridin-2-yl)-1,3,4-oxadiazol-2-yl)methanone FC=1C=CC2=C(N=C(O2)[C@H]2N(CCC3=C2N=CN3)C(=O)C=3OC(=NN3)C3=NC=CC=C3)C1